7-methyl-2-(trifluoromethyl)-2,3-dihydro-4H-pyrido[4,3-b][1,4]oxazine-4-carboxamide CC1=CC=2OC(CN(C2C=N1)C(=O)N)C(F)(F)F